3-[2-methoxy-5-(1-methylimidazol-2-yl)phenyl]-3-methyl-6-(trifluoromethyl)indolin-2-one COC1=C(C=C(C=C1)C=1N(C=CN1)C)C1(C(NC2=CC(=CC=C12)C(F)(F)F)=O)C